Cl.NC12CC3(CC(CC(C1)C3)C2)C 1-amino-3-methyl-adamantane hydrochloride